C(=C\C=C\C)/C=1SC2=C(N1)C=CC=C2 2-[(1E,3E)-1,3-pentadien-1-yl]-1,3-benzothiazole